N-(2-aminoethyl)-5-[(5-fluoro-2-oxo-indolin-3-ylidene)methyl]-4-methyl-1H-pyrrole-3-carboxamide NCCNC(=O)C1=CNC(=C1C)C=C1C(NC2=CC=C(C=C12)F)=O